C(C)(C)(C)OC(=O)N1CC(C1)C1=CC=2N=NC(=CC2N1C)Cl 3-(3-chloro-5-methyl-5H-pyrrolo[3,2-c]pyridazin-6-yl)azetidine-1-carboxylic acid tert-butyl ester